morpholino(4-(3-(4-(trifluoromethyl)phenyl)imidazo[2,1-b]thiazol-6-yl)phenyl)methanone O1CCN(CC1)C(=O)C1=CC=C(C=C1)C=1N=C2SC=C(N2C1)C1=CC=C(C=C1)C(F)(F)F